CC1=C(N)C(=CC=C1[N+](=O)[O-])C 2,6-dimethyl-3-nitroaniline